tert-butyl 4-(2-chloro-4'-(hydroxymethyl)-[1,1'-biphenyl]-3-yl)-4-cyanobutanoate ClC1=C(C=CC=C1C(CCC(=O)OC(C)(C)C)C#N)C1=CC=C(C=C1)CO